2-[(4-chlorophenyl)methoxy]-7-[(3-{[(2S)-oxetan-2-yl]methyl}-6-(4H-1,2,4-triazol-3-yl)-3H-imidazo[4,5-c]pyridin-2-yl)methyl]-3-(trifluoromethyl)-5,6,7,8-tetrahydro-1,7-naphthyridine ClC1=CC=C(C=C1)COC1=NC=2CN(CCC2C=C1C(F)(F)F)CC1=NC2=C(C=NC(=C2)C2=NN=CN2)N1C[C@H]1OCC1